2-methyl-pent-4-enoate CC(C(=O)[O-])CC=C